C1(CC1)C1=CC(=NN1)NC1=NC(=NC=C1)N1CC(CCC1)C(C)(C)OC N-(5-Cyclopropyl-1H-pyrazol-3-yl)-2-[3-(1-methoxy-1-methyl-ethyl)-1-piperidyl]pyrimidin-4-amine